4-((R)-3-(3-(trifluoromethyl)phenoxy)pyrrolidin-1-yl)tetrahydro-2H-pyran-4-carboxamide FC(C=1C=C(O[C@H]2CN(CC2)C2(CCOCC2)C(=O)N)C=CC1)(F)F